OC1=C2CCC(C2=CC(=C1)O)(C)C 4,6-dihydroxy-1,1-dimethyl-2,3-dihydro-1H-indene